C1(=CC=CC=C1)N1NC(=CC1C1=CC=C(C=C1)C(C)(C)CC(C)(C)C)C=CC1=CC=C(C=C1)C(C)(C)CC(C)(C)C 1-phenyl-3-(4-tert-octyl-styryl)-5-(4-tert-octyl-phenyl)-pyrazoline